(S)-N-(4-((5-(1,6-dimethyl-1H-pyrazolo[3,4-b]pyridin-4-yl)-3-methyl-4,5,6,7-tetrahydro-1H-pyrazolo[4,3-c]pyridin-1-yl)methyl)bicyclo[2.2.2]octan-1-yl)morpholine-3-carboxamide CN1N=CC=2C1=NC(=CC2N2CC1=C(CC2)N(N=C1C)CC12CCC(CC1)(CC2)NC(=O)[C@H]2NCCOC2)C